1,5-bis(2-pyridyl)naphthalene N1=C(C=CC=C1)C1=CC=CC2=C(C=CC=C12)C1=NC=CC=C1